6-chloro-5-(2-methoxy-6-((trans)-6-(methoxymethyl)-3-azabicyclo[3.1.0]hexan-3-yl)pyridin-3-yl)-1H-indole-3-carboxylic acid ClC1=C(C=C2C(=CNC2=C1)C(=O)O)C=1C(=NC(=CC1)N1CC2C(C2C1)COC)OC